C1N(CC12OCCC2)C2=CC=C(C=N2)C2CN(C2)C(CC[C@H]2NC(OC2)=O)=O (4R)-4-[3-[3-[6-(5-oxa-2-azaspiro[3.4]octan-2-yl)-3-pyridinyl]azetidin-1-yl]-3-oxo-propyl]oxazolidin-2-one